(S)-N2-(4,4-difluoro-1-(oxetan-3-yl)pyrrolidin-3-yl)-5-(3-(2,2-difluoroethyl)-2-methyl-3H-imidazo[4,5-b]pyridin-5-yl)-N4-methylpyrrolo[2,1-f][1,2,4]triazine-2,4-diamine FC1([C@H](CN(C1)C1COC1)NC1=NN2C(C(=N1)NC)=C(C=C2)C2=CC=C1C(=N2)N(C(=N1)C)CC(F)F)F